CN1C(=NC2=C1C=CC=C2)CN(CCCCN)C2CCCC=1C=CC=NC21 N1-(1-Methyl-1H-benzoimidazol-2-ylmethyl)-N1-(5,6,7,8-tetrahydro-quinolin-8-yl)-butane-1,4-diamine